The molecule is a 1,2-diacyl-sn-glycerol 3-phosphate in which the acyl substituents at positions 1 and 2 are specified as oleoyl and (11Z)-octadecenoyl respectively. It is a 1,2-diacyl-sn-glycerol 3-phosphate and a phosphatidic acid 36:2. It derives from a cis-vaccenic acid and an oleic acid. It is a conjugate acid of a 1-oleoyl-2-(11Z)-octadecenoyl-sn-glycero-3-phosphate(2-). CCCCCCCC/C=C\\CCCCCCCC(=O)OC[C@H](COP(=O)(O)O)OC(=O)CCCCCCCCC/C=C\\CCCCCC